OCCN(CC(=O)O)CC(=O)O 2-hydroxyethylimino-diacetic acid